N-[4-(2-{8-aminoimidazo[1,2-b]pyridazin-3-yl}ethynyl)-3-fluoropyridin-2-yl]-5-chloro-2-methoxypyridine-3-sulfonamide NC=1C=2N(N=CC1)C(=CN2)C#CC2=C(C(=NC=C2)NS(=O)(=O)C=2C(=NC=C(C2)Cl)OC)F